C(C(=O)[O-])[NH2+]CP(=O)(O)[O-] The molecule is an organophosphate oxoanion obtained by the deprotonation of the carboxy and one of the phosphate OH groups as well as protonation of the amino group of glyphosate. It is the major microspecies at pH 7.3 (according to Marvin v 6.2.0.). It is a conjugate base of a glyphosate. It is a conjugate acid of a glyphosate(2-).